(2-(3-((2-(difluoromethoxy)-6-methylpyridin-3-yl)carbamoyl)-3-(2-isopropylphenyl)azetidin-1-yl)-2-oxoethyl)glycine FC(OC1=NC(=CC=C1NC(=O)C1(CN(C1)C(CNCC(=O)O)=O)C1=C(C=CC=C1)C(C)C)C)F